ClC=1C=C(NC2(CCC3([C@@H](CC4=CC=CC=C34)C[C@H](CC)COC3=C4C(=NC=C3)C=CS4)CC2)C(=O)O)C=CC1 (1r,2'R,4R)-4-(3-chloroanilino)-2'-[(2S)-2-{[(thieno[3,2-b]pyridin-7-yl)oxy]methyl}butyl]-2',3'-dihydrospiro[cyclohexane-1,1'-indene]-4-carboxylic acid